CN(C1CCC2(CCN(CC2)C(COC=2C=C(C#N)C=CC2)=O)CC1)C=1C2=C(N=CN1)NC=C2 3-(2-(9-(Methyl(7H-pyrrolo[2,3-d]pyrimidin-4-yl)amino)-3-azaspiro[5.5]undecan-3-yl)-2-oxoethoxy)benzonitril